trifluoromethylphenolAt FC(F)(F)C1=C(C=CC=C1)[O-]